FC1=C(C(=C(C=C1)C1=CC=C(OC2=CN=C(C3=CC=CC=C23)CNC(C=C)=O)C=C1)F)F N-([4-{4-(trifluorophenyl)phenoxy}isoquinolin-1-yl]methyl)acrylamide